(R)-2-(benzyloxycarbonylamino pent-4-en-1-yl)-4-t-butoxycarbonylaminoglutarate C(C1=CC=CC=C1)OC(=O)NC=CCCC[C@@H](C(=O)[O-])CC(C(=O)[O-])NC(=O)OC(C)(C)C